(2R,4R)-4-FLUOROPYRROLIDINE-2-CARBOXYLIC ACID F[C@@H]1C[C@@H](NC1)C(=O)O